[N-methyl-N-ethoxyglycine] methacrylate C(C(=C)C)(=O)O.CN(CC(=O)O)OCC